N1(C=NC=C1)C1=CC=C(C=C1)C1=CC(=C(S1)C(=O)N[C@@H]1CN(CCC1)C(=O)OC(C)(C)C)N tert-butyl (S)-3-(5-(4-(1H-imidazol-1-yl)phenyl)-3-aminothiophene-2-carboxamido)piperidine-1-carboxylate